C(C)(=O)NC1=C(C(=O)NC=2SC(=C(N2)C(C)C)C)C=CC=C1 2-acetamido-N-(4-isopropyl-5-methylthiazol-2-yl)benzamide